ClC1=CC=C(C=C1)[C@@H]1CC(=NN1C(CC)=O)C1=C(C2=C(NC1=O)SC=C2)C (S)-5-(5-(4-chlorophenyl)-1-propionyl-4,5-dihydro-1H-pyrazol-3-yl)-4-methylthieno[2,3-b]pyridin-6(7H)-one